[Li+].FC(=O)[O-] fluorocarboxylic acid, lithium salt